tert-Butyl 5-bromo-1-methoxyisoindoline-2-carboxylate BrC=1C=C2CN(C(C2=CC1)OC)C(=O)OC(C)(C)C